1-[N,N-bis(2-ethylhexyl)aminomethyl]Benzotriazole C(C)C(CN(CC(CCCC)CC)CN1N=NC2=C1C=CC=C2)CCCC